FC(C1=NN=C(O1)C=1C=CC(=NC1)CN(C(=O)N1CCS(CC1)(=NS(=O)(=O)C)=O)C1=CC=CC=C1)F N-((5-(5-(difluoromethyl)-1,3,4-oxadiazol-2-yl)pyridin-2-yl)methyl)-1-((methylsulfonyl)imino)-N-phenylthiomorpholine-4-carboxamide 1-oxide